1-(5-Chloro-1H-indol-3-yl)-3-(4-(difluoromethoxy)phenyl)urea ClC=1C=C2C(=CNC2=CC1)NC(=O)NC1=CC=C(C=C1)OC(F)F